2-(3-fluoro-4-methoxyphenyl)-7-[(3R)-3-methylpiperazin-1-yl]-4H-pyrido[1,2-a]pyrimidin FC=1C=C(C=CC1OC)C=1N=C2N(CC1)C=C(C=C2)N2C[C@H](NCC2)C